ClC1=C(C=CC(=C1)Cl)N1N=C(C=C1C1=CC=CC=C1)C(=O)OCC ethyl 1-(2,4-dichlorophenyl)-5-phenylpyrazole-3-carboxylate